C[C@@H]1N(CC[C@H](C1)CC1=CC=2N(C=C1)N=CC2N2C(NC(CC2)=O)=O)C(=O)N2CCCC2 1-(5-(((2S,4R)-2-methyl-1-(pyrrolidine-1-carbonyl)piperidin-4-yl)methyl)pyrazolo[1,5-a]pyridin-3-yl)dihydropyrimidine-2,4(1H,3H)-dione